1,5-bis(2-bromo-3-hydroxyphenyl)-1,4-pentadien-3-one BrC1=C(C=CC=C1O)C=CC(C=CC1=C(C(=CC=C1)O)Br)=O